allyl-(S)-1-phenylethyl-amide C(C=C)[N-][C@@H](C)C1=CC=CC=C1